1,3-diiodonio-5,5-dimethylhydantoin [IH+]N1C(=O)N(C(=O)C1(C)C)[IH+]